COCOC1=C(C2=CC=CC=C2C=C1)C=1C(=CC=C2C=CC=CC12)O 2'-(methoxymethoxy)-[1,1'-binaphthyl]-2-ol